N-[[5-[5-(difluoromethyl)-1,3,4-oxadiazol-2-yl]pyridin-2-yl]methyl]-N-(3-fluorophenyl)thiomorpholine-4-sulfonamide FC(C1=NN=C(O1)C=1C=CC(=NC1)CN(S(=O)(=O)N1CCSCC1)C1=CC(=CC=C1)F)F